CC1=CC(=NC(=C1C#N)SCSCCC)C=1SC=CN1 4-methyl-2-(((propylthio)methyl)thio)-6-(thiazol-2-yl)nicotinonitrile